C(CCCCCCCCCCCC=CCCCCCC)(=O)OCCCCCCCCCCCCCCCCC(=O)O 17-(eicos-13-enoyloxy)-heptadecanoic acid